BrC=1C(=C(C(=O)OC(C)(C)C)C(=CC1)COC)O tert-butyl 3-bromo-2-hydroxy-6-(methoxymethyl)benzoate